CN1C2=C(C3=CC=CC=C13)C=CN1C2=NC(=C1)C1=CC=C(C=C1)C(F)(F)F 11-Methyl-2-(4-(trifluoromethyl)phenyl)-11H-imidazo[1',2':1,2]pyrido[3,4-b]indole